Methyl (2S)-3-(1H-imidazol-4-yl)-2-[[2-[(2R)-1-[(4-Methylphenyl)methyl]-5-oxopyrrolidin-2-yl]acetyl]amino]propionat N1C=NC(=C1)C[C@@H](C(=O)OC)NC(C[C@@H]1N(C(CC1)=O)CC1=CC=C(C=C1)C)=O